ClC1=CC(=C(C=C1C)O)C1=C(C=CC(=C1)OCC(C)C)F 4-chloro-2-[2-fluoro-5-(2-methylpropoxy)phenyl]-5-methylphenol